(E)-2-(1-oxo-1,2-dihydro-phthalazin-5-yl)propanal-O-(2-oxo-2-(4-(5-(trifluoromethyl)pyrimidin-2-yl)piperazin-1-yl)ethyl) oxime O=C(CO\N=C\C(C)C1=C2C=NNC(C2=CC=C1)=O)N1CCN(CC1)C1=NC=C(C=N1)C(F)(F)F